2-[(7S)-spiro[2.5]Octane-7-yl]Acetic acid ethyl ester C(C)OC(C[C@H]1CCCC2(CC2)C1)=O